OC1=C(C=O)C(=CC(=C1)Br)O 2,6-dihydroxy-4-bromobenzaldehyde